1-(6,7-dihydro-5H-benzo[6,7]cyclohepta[1,2-c]pyridazin-3-yl)-N5-(3-fluoro-4-(4-methylpiperazin-1-yl)phenyl)-1H-1,2,4-triazole-3,5-diamine N1=NC(=CC2=C1C1=C(CCC2)C=CC=C1)N1N=C(N=C1NC1=CC(=C(C=C1)N1CCN(CC1)C)F)N